Cl.Cl.OC1=CC=C(C=2C(C3=C(C=CC(=C3C(C12)=O)NCCNCCO)NCCNCCO)=O)O 1,4-dihydroxy-5,8-bis[[2-[(2-hydroxyethyl)amino]ethyl]amino]-9,10-anthraquinone dihydrochloride